tert-butyl (3R)-3-{[(6-methoxy-3-nitropyridin-2-yl) oxy] methyl}-2-azabicyclo[3.1.0]hexane-2-carboxylate COC1=CC=C(C(=N1)OC[C@@H]1N(C2CC2C1)C(=O)OC(C)(C)C)[N+](=O)[O-]